2-amino-5-(2-chloro-6-fluorophenyl)-4-oxo-4,5-dihydrofuran-3-yl phenylmethanesulfonate C1(=CC=CC=C1)CS(=O)(=O)OC1=C(OC(C1=O)C1=C(C=CC=C1F)Cl)N